1,3,4,5-tetrahydro-2H-pyrido[4,3-b]indole-2-carboxylate C1N(CCC=2NC=3C=CC=CC3C21)C(=O)[O-]